O=C1N(CC2=C(C=CC=C12)SCCCCCCCN1CCNCC1)C1C(NC(CC1)=O)=O 3-(1-oxo-4-((7-(piperazin-1-yl)heptyl)thio)isoindolin-2-yl)piperidine-2,6-dione